FC=1C=C2NC=CC2=C2CCS(CCCC(NC(C3=CN=C(C=4C(=CC=C(OC12)C4)F)N3)C=3C=C(C=CC3)CCC(=O)O)=O)(=O)=O 3-[3-[22,28-difluoro-8,12,12-trioxo-24-oxa-12lambda6-thia-3,7,19,30-tetrazapentacyclo[23.3.1.12,5.015,23.016,20]-triaconta-1(29),2,4,15,17,20,22,25,27-nonaen-6-yl]phenyl]propanoic acid